N-(3-aminopropyl)-2-chloro-4-((3-(2,3-difluoro-4-methoxyphenyl)imidazo[1,2-a]pyrazin-8-yl)amino)-6-fluorobenzamide NCCCNC(C1=C(C=C(C=C1F)NC=1C=2N(C=CN1)C(=CN2)C2=C(C(=C(C=C2)OC)F)F)Cl)=O